methyl 2-((5-cyclopropyl-3-(2,6-dichlorophenyl)isoxazol-4-yl)methoxy)-11-(trifluoromethyl)benzo[6,7]oxepino[3,2-b]pyridine-7-carboxylate C1(CC1)C1=C(C(=NO1)C1=C(C=CC=C1Cl)Cl)COC1=CC=C2C(=N1)C(=CC1=C(O2)C=C(C=C1)C(=O)OC)C(F)(F)F